FC1(CN(CC2=C1N=C(NC2=O)C2(CC2)C2=CC=CC=C2)C(=O)OC(C)(C)C)F tert-butyl 8,8-difluoro-4-oxo-2-(1-phenylcyclopropyl)-3,5,7,8-tetrahydropyrido[4,3-d]pyrimidine-6(4H)-carboxylate